ClC1=NC=C(C(=N1)C1=NC=NN1C)Cl 2,5-Dichloro-4-(1-methyl-1H-1,2,4-triazol-5-yl)pyrimidine